FC1=C(C=CC(=C1)F)C=1N2C(SC1)=NC(=C2)C(=O)O 3-(2,4-difluorophenyl)imidazolo[2,1-b]Thiazole-6-carboxylic acid